NC=1C2=C(N=CN1)N(C=C2C(=O)OC)CC(=O)N2[C@@H](C[C@H](C2)F)C(NCC2=C(C(=CC=C2)Cl)F)=O methyl 4-amino-7-(2-((2S,4R)-2-((3-chloro-2-fluorophenylmethyl) carbamoyl)-4-fluoropyrrolidin-1-yl)-2-oxoethyl)-7H-pyrrolo[2,3-d]pyrimidine-5-carboxylate